4-nitro-2-(2-(trifluoromethyl)pyrimidin-5-yl)benzaldehyde [N+](=O)([O-])C1=CC(=C(C=O)C=C1)C=1C=NC(=NC1)C(F)(F)F